4-(trifluoromethyl)bicyclo[1.1.1]pentane-2-carbohydrazide FC(C1C2C(C1C2)C(=O)NN)(F)F